CC1=C(C(=CC=C1)C)NC(C[N+](CCOC(CC1=C(/C(/C2=CC=C(C=C12)F)=C/C1=CC=C(C=C1)S(=O)C)C)=O)(CC)CC)=O (Z)-2-((2,6-dimethylphenyl)amino)-N,N-diethyl-N-(2-(2-(5-fluoro-2-methyl-1-(4-(methylsulfinyl)benzylidene)-1H-inden-3-yl)acetoxy)ethyl)-2-oxoethan-1-aminium